n-methyl-4-((2-oxo-2,3-dihydro-1H-benzo[d]imidazol-5-yl)oxy)benzamide CNC(C1=CC=C(C=C1)OC1=CC2=C(NC(N2)=O)C=C1)=O